[N+](=O)([O-])CC1=CC=CC=C1 nitryl-toluene